C[C@@H]1CN(C[C@H](N1)C)C=1OC2=C(N1)C=CC(=C2)F 2-[(3R,5R)-3,5-dimethylpiperazin-1-yl]-6-fluoro-1,3-benzoxazole